ClC=1C=2N(C=CN1)C(=NC2)C2(CC(CCC2)(C(=O)OC)C)C methyl 3-(8-chloroimidazo[1,5-a]pyrazin-3-yl)-1,3-dimethylcyclohexanecarboxylate